NC1CCC(CC1)NC1=NC(=NC=C1C(F)(F)F)NC1N(C(C2=CC=CC=C12)=O)C ((4-(((1s,4s)-4-aminocyclohexyl)amino)-5-trifluoromethylpyrimidin-2-yl)amino)-2-methylisoindolin-1-one